tert-butyl 1,1-dichloro-6-methyl-2-oxo-7-azaspiro[3.5]nonane-7-carboxylate ClC1(C(CC12CC(N(CC2)C(=O)OC(C)(C)C)C)=O)Cl